S(C)(=O)(=O)O.S(C)(=O)(=O)O.NC1CCN(CC1)C1=C(C=NC2=CC=C(C=C12)C=1C(=C(C#N)C=CC1)O)C1=CC(=CC(=C1)F)F 3-(4-(4-aminopiperidin-1-yl)-3-(3,5-difluorophenyl)quinolin-6-yl)-2-hydroxybenzonitrile dimesylate